ClC=1C(=CC=C2N=CC(=NC12)C=1C=NN(C1)C(C)N1CCOCC1)OC=1C=CC2=C(NC(=N2)C)C1F (4-(8-chloro-7-((7-fluoro-2-methyl-1H-benzo[d]imidazol-6-yl)oxy)quinoxalin-2-yl)-1H-pyrazol-1-yl)-1-morpholinoethane